OCC(CO)(CO)C(CCN)S(=O)(=O)O [tri(hydroxymethyl)methyl]-3-aminopropanesulfonic acid